1-methyl-2-(quinolin-5-yl)-N-(2-(trifluoromethyl)pyridin-4-yl)-1H-imidazole-5-carboxamide CN1C(=NC=C1C(=O)NC1=CC(=NC=C1)C(F)(F)F)C1=C2C=CC=NC2=CC=C1